Cl.C(C)(C)(C)OC(=O)NC1(CCNCC1)C(=O)OC Methyl 4-[(tert-butoxycarbonyl)amino]piperidine-4-carboxylate hydrochloride